C(#N)[C@@H](C[C@H]1C(NCCC1)=O)NC(=O)[C@H]1N([C@@H]2CC([C@H]1CC2)(F)F)C([C@H](C)NC2=C(C=CC(=C2)F)F)=O (1S,3S,4S)-N-[(1R)-1-cyano-2-[(3S)-2-oxo-3-piperidyl]ethyl]-2-[(2S)-2-(2,5-difluoroanilino)propanoyl]-5,5-difluoro-2-azabicyclo[2.2.2]octane-3-carboxamide